5-bromo-2-(4-ethylphenoxy)pyridine BrC=1C=CC(=NC1)OC1=CC=C(C=C1)CC